C(=O)O.ClC1=C(C(=O)N2CCC(CC2)C(=O)N[C@H]2CNCC2)C=CC(=C1)NC(=O)C=1N(C(=CN1)C1=C(C(=C(C=C1)OC)F)F)C 1-[2-chloro-4-[[5-(2,3-difluoro-4-methoxy-phenyl)-1-methyl-imidazole-2-carbonyl]amino]benzoyl]-N-[(3R)-pyrrolidin-3-yl]piperidine-4-carboxamide formate